N(C(=N)N)CCCC=O γ-guanidinobutyraldehyde